ClC=1C=2C(=C(SC2N2C(=NN=C2[C@@H](N1)CC=1OC=CN1)C)C)C 2-[[(9S)-7-chloro-4,5,13-trimethyl-3-thia-1,8,11,12-tetraza-tricyclo[8.3.0.02,6]trideca-2(6),4,7,10,12-pentaen-9-yl]methyl]oxazole